1-bromo-2-fluoro-4-methoxybenzene BrC1=C(C=C(C=C1)OC)F